(2R,3R)-1-((R)-tert-butylsulfinyl)-3-cyclobutylazepine-2-carboxylic acid ethyl ester C(C)OC(=O)C=1N(C=CC=CC1C1CCC1)[S@](=O)C(C)(C)C